B([O-])([O-])[O-].C1(=C(C=CC=C1)[NH3+])[NH3+].B([O-])([O-])[O-].C1(=C(C=CC=C1)[NH3+])[NH3+].C1(=C(C=CC=C1)[NH3+])[NH3+] phenylenediaminium borate